2-Ethyl-N-[(3-fluorophenyl)-methyl]-4-methyl-6-morpholin-4-yl-pyridine-3-carboxylic acid amide C(C)C1=NC(=CC(=C1C(=O)NCC1=CC(=CC=C1)F)C)N1CCOCC1